FC1(CCN(CC1)C1=CC(=CC(=N1)N1N=NC(=C1)C1=C(C=C(C=C1)NS(=O)(=O)CCO)N1CCC2(CC2)CC1)C)F N-(4-(1-(6-(4,4-difluoropiperidin-1-yl)-4-methylpyridin-2-yl)-1H-1,2,3-triazol-4-yl)-3-(6-azaspiro[2.5]octan-6-yl)phenyl)-2-hydroxyethane-1-sulfonamide